O[C@H]1C[C@@H](CN(CC1)C(=O)OC(C)(C)C)OCCCCCC1=C(C=C(C=C1B1OC(C(O1)(C)C)(C)C)OCOC)C |o1:1,3| tert-butyl rel-(3S,5R)-5-hydroxy-3-((5-(4-(methoxymethoxy)-2-methyl-6-(4,4,5,5-tetramethyl-1,3,2-dioxaborolan-2-yl)phenyl)pentyl)oxy)azepane-1-carboxylate